butoxy-7-((5-methyl-6-(piperazin-1-yl)pyridin-3-yl)methyl)-5H-pyrrolo[3,2-d]pyrimidin-4-amine C(CCC)OC=1N=C(C2=C(N1)C(=CN2)CC=2C=NC(=C(C2)C)N2CCNCC2)N